nonyl 3-((4-imino-4-((2-(octyloxy)-2-oxoethyl)amino)butyl)thio)propanoate N=C(CCCSCCC(=O)OCCCCCCCCC)NCC(=O)OCCCCCCCC